3-((difluoromethoxy)methyl)-1-methyl-1H-pyrazole-5-carboxylic acid FC(OCC1=NN(C(=C1)C(=O)O)C)F